5,10,15,20-tetrakis(3,4-dihydroxyphenyl)porphyrin OC=1C=C(C=CC1O)C=1C2=CC=C(N2)C(=C2C=CC(C(=C3C=CC(=C(C=4C=CC1N4)C4=CC(=C(C=C4)O)O)N3)C3=CC(=C(C=C3)O)O)=N2)C2=CC(=C(C=C2)O)O